(R)-2-cyclopropyl-4-((1-(5-fluoro-2-methoxypyridin-4-yl)pyrrolidin-3-yl)methoxy)pyrimidine C1(CC1)C1=NC=CC(=N1)OC[C@H]1CN(CC1)C1=CC(=NC=C1F)OC